ClC=1C=C(C(=NC1)C(=N)NO)S(=O)C1CCCCC1 5-chloro-3-cyclohexylsulfinyl-N-hydroxy-pyridine-2-carboxamidine